C(C)(=O)OC1NCN2CSCC21 tetrahydroimidazo[1,5-c]thiazol-7-yl acetate